FC1=CC=C(C=C1)NC(=O)C1(CC1)C(=O)NC1=CC=C(C=C1)OC1=CC=NC2=CC(=CC=C12)C1=CN=CS1 1-N'-(4-fluorophenyl)-1-N-[4-[7-(1,3-thiazol-5-yl)quinolin-4-yl]oxyphenyl]cyclopropane-1,1-dicarboxamide